BrC1=CC2=C(N=C(N=C2)C=2C=C(C=3N(C2)C=C(N3)C)F)N=C1 6-bromo-2-(8-fluoro-2-methylimidazo[1,2-a]pyridin-6-yl)pyrido[2,3-d]pyrimidine